3,6-dibromobenzothiadiazole BrN1NSC2=C1C=CC(=C2)Br